COC([C@@H](NC(=O)C1=CC=CC=2CCCCC12)CC1=COC2C(OCC2)=C1)=O (S)-N-(5,6,7,8-tetrahydro-1-naphthoyl)-3-(2,3-dihydro-1,4-benzodioxol-6-yl)alanine methyl ester